(1H-pyrrol-1-yl)benzo[b]thiophene 1-oxide N1(C=CC=C1)C1=CC2=C(S1=O)C=CC=C2